5-(4-(tert-Butoxycarbonyl)piperazin-1-yl)-3-(prop-1-en-2-yl)-1H-pyrrolo[2,3-c]pyridine-1-carboxylic acid tert-butyl ester C(C)(C)(C)OC(=O)N1C=C(C=2C1=CN=C(C2)N2CCN(CC2)C(=O)OC(C)(C)C)C(=C)C